C(C)(C)C1=C(NC2=C1N=C(S2)C2CCC(CC2)=O)C=2C(=C(C(N(C2)C)=O)C)C 5-(6-isopropyl-2-(4-oxocyclohexyl)-4H-pyrrolo[3,2-d]thiazol-5-yl)-1,3,4-trimethylpyridin-2(1H)-one